N1(N=CC=C1)C(=O)OCC1=C(C=C(C(=C1)OC)OC)[N+](=O)[O-] 4,5-dimethoxy-2-nitrobenzyl 1H-pyrazole-1-carboxylate